(R)-(3-(3-chloro-1,2,4-thiadiazol-5-yl)-8-methyl-5,6-dihydro-[1,2,4]triazolo[4,3-a]pyrazin-7(8H)-yl)(4-chlorophenyl-3-d)methanone ClC1=NSC(=N1)C1=NN=C2N1CCN([C@@H]2C)C(=O)C2=CC(=C(C=C2)Cl)[2H]